(2'-(5,5-difluorotetrahydro-2H-pyran-2-yl)-3-fluoro-[2,4'-bipyridin]-3'-yl)carbamic acid tert-butyl ester C(C)(C)(C)OC(NC=1C(=NC=CC1C1=NC=CC=C1F)C1OCC(CC1)(F)F)=O